5-(1H-Imidazol-1-yl)-N-((1r,4r)-4-(2-methoxyethoxy)cyclohexyl)-1-((2-(trimethylsilyl)ethoxy)methyl)-1H-indazole-7-carboxamide N1(C=NC=C1)C=1C=C2C=NN(C2=C(C1)C(=O)NC1CCC(CC1)OCCOC)COCC[Si](C)(C)C